rel-(2R,3S,4S,5R)-4-({[3-(3,4-difluoro-2-methoxyphenyl)-4,5-dimethyl-5-(Trifluoromethyl)tetrahydrofuran-2-yl]carbonyl}amino)pyridine-2-carboxylic acid FC=1C(=C(C=CC1F)[C@H]1[C@@H](O[C@]([C@H]1C)(C(F)(F)F)C)C(=O)NC1=CC(=NC=C1)C(=O)O)OC |o1:8,9,11,12|